racemic-7-(2-fluoro-3-(3-fluoro-1-(1-(4-fluorophenyl)ethyl)-1H-pyrazol-4-yl)phenyl)-[1,2,4]triazolo[1,5-a]pyridin-2-amine FC1=C(C=CC=C1C=1C(=NN(C1)[C@H](C)C1=CC=C(C=C1)F)F)C1=CC=2N(C=C1)N=C(N2)N |r|